tert-Butyl 2-(cyanomethyl)-4-(2-(((S)-1-methylpyrrolidin-2-yl)methoxy)-7-(naphthalen-1-yl)-5,6,7,8-tetrahydroquinazolin-4-yl)piperazine-1-carboxylate C(#N)CC1N(CCN(C1)C1=NC(=NC=2CC(CCC12)C1=CC=CC2=CC=CC=C12)OC[C@H]1N(CCC1)C)C(=O)OC(C)(C)C